N-(3-(2-(1,1-difluoroethyl)-6-methylpyrimidin-4-yl)-1-(1-hydroxycyclopropyl)-1H-pyrrolo[2,3-c]pyridin-5-yl)acetamide FC(C)(F)C1=NC(=CC(=N1)C1=CN(C2=CN=C(C=C21)NC(C)=O)C2(CC2)O)C